C(=C)C1=CC=C(C=C1)S(=O)(=O)O para-vinylphenyl-sulfonic acid